C(/C1=CC=CC=C1)=C/1\C(N(C(C1)=O)C(CCC(=O)NO)C)=O (E)-4-(3-benzylidene-2,5-dioxopyrrolidinyl)-N-hydroxypentanamide